1-(2-methyl-4-nitro-phenyl)pyrrolidin-2-one CC1=C(C=CC(=C1)[N+](=O)[O-])N1C(CCC1)=O